FC=1C(=CC=2C3=C(C=NC2C1)N(C(C31CCC1)=O)C)C=1C=C(C=NC1)NS(=O)(=O)C 5-(7'-fluoro-3'-methyl-2'-oxo-2',3'-dihydro-spiro[cyclobutane-1,1'-pyrrolo[2,3-c]quinolin]-8'-yl)-3-(methylsulfonamido)pyridin